NC1=C(C=CC(=N1)C=1C(=NN(C1)[C@@H]1C[C@H](C1)CNC=1C=C2CN(C(C2=CC1)=O)C1C(NC(CC1)=O)=O)C1CC1)F 3-(5-(((trans-3-(4-(6-amino-5-fluoropyridin-2-yl)-3-cyclopropyl-1H-pyrazol-1-yl)cyclobutyl)methyl)amino)-1-oxoisoindolin-2-yl)piperidine-2,6-dione